N1CC1 Monoaziridine